(4-benzyloxy-6-chloro-5-ethoxycarbonyl-2-methyl-3-pyridinyl)propionic acid C(C1=CC=CC=C1)OC1=C(C(=NC(=C1C(=O)OCC)Cl)C)C(C(=O)O)C